NC=1N=CC2=C(C(=C(C=C2C1)C1=C(C2=C(OCCN2C(=O)OC(C)(C)C)N=C1)CC)F)NC(=O)OC(C)(C)C tert-Butyl 7-[3-amino-8-(tert-butoxycarbonylamino)-7-fluoro-6-isoquinolyl]-8-ethyl-2,3-dihydropyrido[2,3-b][1,4]oxazine-1-carboxylate